benzyl (2-(2-(((1R,5S,6s)-3-(8-bromoimidazo[1,2-a]pyridine-6-carbonyl)-3-azabicyclo[3.1.0]hexan-6-yl)oxy)-6-(4-fluorophenyl)pyridin-4-yl)propan-2-yl)carbamate BrC=1C=2N(C=C(C1)C(=O)N1C[C@@H]3C([C@@H]3C1)OC1=NC(=CC(=C1)C(C)(C)NC(OCC1=CC=CC=C1)=O)C1=CC=C(C=C1)F)C=CN2